C(#N)C=1C=C(C=CC1F)C1(CC1)OCC(=O)N1CC2CCC(C1)N2C2=NC=C(C#N)C=C2 6-(3-(2-(1-(3-cyano-4-fluorophenyl)cyclopropoxy)acetyl)-3,8-diazabicyclo[3.2.1]octan-8-yl)nicotinonitrile